dodecyl 3,5-di-t-butyl-4-hydroxyphenylpropionate C(C)(C)(C)C=1C=C(C=C(C1O)C(C)(C)C)C(C(=O)OCCCCCCCCCCCC)C